C(C(C)C)(=O)N1C[C@@H](N(CC1)C=1C2=C(N=CN1)N(C=C2C2=CC=CC=C2)C=2C=C(C#N)C=CN2)C (S)-2-(4-(4-isobutyryl-2-methylpiperazin-1-yl)-5-phenyl-7H-pyrrolo[2,3-d]pyrimidin-7-yl)isonicotinonitrile